3-cyano-1-methyl-4-[4-(5-methyl-1,3-benzooxazol-2-yl)piperidin-1-yl]-2-oxo-1,2-dihydroquinoline-6-carboxylic acid methyl ester COC(=O)C=1C=C2C(=C(C(N(C2=CC1)C)=O)C#N)N1CCC(CC1)C=1OC2=C(N1)C=C(C=C2)C